CN1N=CC(=C1)C1=NC=CC(=N1)COC1=CC=C(C=C1)C(C)(C)C1=CC=C(OC2CC(C2)N)C=C1 (1s,3s)-3-(4-(2-(4-((2-(1-methyl-1H-pyrazol-4-yl)pyrimidin-4-yl)methoxy)phenyl)Propan-2-yl)phenoxy)cyclobutylamine